(3S,3'S,4S,4'S)-1,1'-(pyrimidine-2,5-dicarbonyl)bis(N3,N4-bis((1S,2R)-2-phenylcyclopropyl)pyrrolidine-3,4-dicarboxamide) N1=C(N=CC(=C1)C(=O)N1C[C@H]([C@@H](C1)C(=O)NC1C(C1)C1=CC=CC=C1)C(=O)N[C@@H]1[C@H](C1)C1=CC=CC=C1)C(=O)N1C[C@H]([C@@H](C1)C(=O)N[C@@H]1[C@H](C1)C1=CC=CC=C1)C(=O)N[C@@H]1[C@H](C1)C1=CC=CC=C1